NC1=C(C(=C(C=2C(C3=CC=CC=C3C(C12)=O)=O)C)C(=O)O)C(=O)O 1-amino-4-methyl-9,10-dioxo-9,10-dihydro-anthracene-2,3-dicarboxylic acid